C1(=CC=CC=C1)C1=NC=CC=C1 (phenyl)-pyridine